[NH2+]1C=CC=C1 pyrroleium